NC1=C2N=CN(C2=NC(=N1)Cl)[C@H]1[C@@H]([C@@]([C@H](O1)COC(C(=O)O)(C(=O)O)CC1=CN=CS1)(O)C#C)O 2-(((2R,3S,4R,5R)-5-(6-amino-2-chloro-9H-purin-9-yl)-3-ethynyl-3,4-dihydroxytetrahydrofuran-2-yl)methoxy)-2-(thiazol-5-ylmethyl)malonic acid